1,2-Dichloroethene ClC=CCl